5-(3-(3,3-dimethylbutoxy)phenyl)-4-(2,6-dimethylphenyl)thiazol-2-amine CC(CCOC=1C=C(C=CC1)C1=C(N=C(S1)N)C1=C(C=CC=C1C)C)(C)C